t-Butyl (3R)-3-[4-(4-bromo-3-cyano-pyrazolo[1,5-a]pyridin-6-yl)-5-methyl-pyrazol-1-yl]pyrrolidine-1-carboxylate BrC=1C=2N(C=C(C1)C=1C=NN(C1C)[C@H]1CN(CC1)C(=O)OC(C)(C)C)N=CC2C#N